BrC1=C(N(N=C1)C)OCCO[Si](C)(C)C(C)(C)C 2-(4-bromo-2-methyl-pyrazol-3-yl)oxyethoxy-tert-butyl-dimethyl-silane